(2-hydroxyethyl)piperidine-1-carboxylic acid benzyl ester C(C1=CC=CC=C1)OC(=O)N1C(CCCC1)CCO